BrC1=C(C(=C(C(=C1[2H])[2H])N1CCOCC1)[2H])[2H] 4-(4-bromophenyl-2,3,5,6-d4)morpholine